1-(5-(4-((R)-2-Hydroxypropoxy)-6-((R)-3-methoxytetrahydrofuran-3-yl)pyridine-2-yl)-7-methylpyrrolo[1,2-c]pyrimidin-3-yl)urea O[C@@H](COC1=CC(=NC(=C1)[C@]1(COCC1)OC)C=1C=C(N2C=NC(=CC21)NC(=O)N)C)C